O-benzyl-N-(2-((2R,3R,4S,5S,6S)-3,4,5,6-tetrakis(benzyloxy)tetrahydro-2H-pyran-2-yl)ethyl)hydroxyl-amine C(C1=CC=CC=C1)ONCC[C@H]1O[C@@H]([C@H]([C@H]([C@@H]1OCC1=CC=CC=C1)OCC1=CC=CC=C1)OCC1=CC=CC=C1)OCC1=CC=CC=C1